BrC1=CC=C(C=N1)OC1N(CCC1)C(=O)O.CN(C1=CC(=C(C=C1)OC)NC([C@@H](NC(=O)OC(C)(C)C)CCC(=O)O)=O)C1=CC(OC2=CC=CC=C12)=O 4-(N-methyl-N-(3-(N-Boc-L-glutamylamino)-4-methoxyphenyl)-amino)coumarin ((6-bromo-3-pyridyl)oxy)pyrrolidine-1-carboxylate